(R)-3-(2,3-difluorophenyl)isoxazolidine FC1=C(C=CC=C1F)[C@@H]1NOCC1